OC[C@H]1N(C/C(/C1)=N/OC)C(=O)C1=CC(=C(C=C1)C=1C(=C(C#N)C=CC1)C)C1(COC1)O 3-(4-[(2S,4E)-2-(Hydroxymethyl)-4-(methoxyimino)pyrrolidine-1-carbonyl]-2-(3-hydroxyoxetan-3-yl)phenyl)-2-methylbenzonitrile